N4-(3,5-Difluorophenyl)-N7-(3-chloro-4-hydroxyphenyl)chinolin-4,7-diamin FC=1C=C(C=C(C1)F)NC1=CC=NC2=CC(=CC=C12)NC1=CC(=C(C=C1)O)Cl